C(C)(C)OC([C@@](N)(C)[2H])=O 2-deuteroalanine isopropyl ester